NC1=NC=CC=C1C1=NC=2C(=NC(=CC2)N2N=CC=C2)N1C=1C=C2CC[C@@H](C2=CC1)NC(CC1=CC=NC=C1)=O N-[(1S)-5-[2-(2-aminopyridin-3-yl)-5-(pyrazol-1-yl)imidazo[4,5-b]pyridin-3-yl]-2,3-dihydro-1H-inden-1-yl]-2-(pyridin-4-yl)acetamide